NCCCCCCCCCCCCS 12-aminododecane-1-thiol